5-(3-(4-(trifluoromethyl)phenyl)pyrrolidin-1-yl)pyridin-2-amine FC(C1=CC=C(C=C1)C1CN(CC1)C=1C=CC(=NC1)N)(F)F